2-((2,3-diphenylcyclopent-2,4-dien-1-yl)methyl)-5-methyl-1H-pyrrole C1(=CC=CC=C1)C=1C(C=CC1C1=CC=CC=C1)CC=1NC(=CC1)C